FC1(CN(CC1)C1=NC=CC(=C1)OC1=CC(=C(C=C1)NC=1C2=C(N=CN1)NC=C2C2CCN(CC2)C(C=C)=O)F)F 1-(4-(4-((4-((2-(3,3-difluoropyrrolidin-1-yl)pyridin-4-yl)oxy)-2-fluorophenyl)amino)-7H-pyrrolo[2,3-d]pyrimidin-5-yl)piperidin-1-yl)prop-2-en-1-one